2,2,6,6-tetramethylpiperidyl alcohol CC1(N(C(CCC1)(C)C)O)C